FC(OC1=CC2=C(N=C(O2)C=2C(=C(C=CC2)C2=C(C(=CC=C2)C2=NC3=C(N2)C(=CC(=C3)CN3CCCC3)C(F)(F)F)C)C)C=C1CN1[C@@H](CCC1)C(=O)O)F ((6-(difluoromethoxy)-2-(2,2'-dimethyl-3'-(5-(pyrrolidin-1-ylmethyl)-7-(trifluoromethyl)-1H-benzo[d]imidazol-2-yl)-[1,1'-biphenyl]-3-yl)benzo[d]oxazol-5-yl)methyl)-L-proline